BrC1=NC(=CC(=C1)CN1CCC(CC1)N1CC(C1)(N1N=CC(=C1)C=1C2=C(N=CN1)NC=C2)CC#N)Br {1-{1-[(2,6-dibromopyridin-4-yl)methyl]piperidin-4-yl}-3-[4-(7H-pyrrolo[2,3-d]pyrimidin-4-yl)-1H-pyrazol-1-yl]azetidin-3-yl}acetonitrile